dimethyl-4-hydroxyphenol CC=1C(=C(C=CC1O)O)C